6-hydroxy-5-oxo-4-{[1-(pyridin-4-ylmethyl)-1H-pyrazol-4-yl]methyl}-4,5-dihydrothieno[3,2-b]pyridine-7-carboxylic acid OC1=C(C2=C(N(C1=O)CC=1C=NN(C1)CC1=CC=NC=C1)C=CS2)C(=O)O